C(C1=CC=CC=C1)OC[C@@H](NC(=O)OC(C)(C)C)C(=O)O O-benzyl-N-(tert-butoxycarbonyl)-D-serine